N,N-dimethyl-4-((trimethylsilyl)ethynyl)aniline CN(C1=CC=C(C=C1)C#C[Si](C)(C)C)C